5-(2,5-dimethylpyrrol-1-yl)-2-[({4-[(3-methoxypropyl)oxy]-3-methylpyridin-2-yl}methyl)thio]-1H-benzo[d]imidazole CC=1N(C(=CC1)C)C1=CC2=C(NC(=N2)SCC2=NC=CC(=C2C)OCCCOC)C=C1